phenanthreneboric acid B(O)(O)O.C1=CC=C2C(=C1)C=CC3=CC=CC=C32